N[C@@H](CCC(=O)[O-])C(=O)[O-].[N+3].[Zn+2].ClC1=C(C=CC=C1)C(C(=O)NC1=CC(=C(C=C1)N1N=C(N=C1)C(F)(F)F)S(N)(=O)=O)(F)F 2-(2-chlorophenyl)-2,2-difluoro-N-{3-sulfamoyl-4-[3-(trifluoromethyl)-1H-1,2,4-triazol-1-yl]phenyl}acetamide zinc nitrogen glutamate